2-chloro-6-methoxy-3-(4,4,5,5-tetramethyl-1,3,2-dioxaborolan-2-yl)pyridine ClC1=NC(=CC=C1B1OC(C(O1)(C)C)(C)C)OC